OC1=C(C(=O)O)C=C(C=C1)OCC=1C=NC(=NC1)C1=CC(=CC=C1)NS(=O)(=O)CC1=CC=CC=C1 2-Hydroxy-5-((2-(3-((phenylmethyl)sulfonamido)phenyl)pyrimidin-5-yl)methoxy)benzoic acid